CC=1N(C=2C(=NC=C(C2)C=2C=CN3N=C(N=CC32)NCC3(CC3)C)N1)C1CCOCC1 5-(2-methyl-1-(tetrahydro-2H-pyran-4-yl)-1H-imidazo[4,5-b]pyridin-6-yl)-N-((1-methylcyclopropyl)methyl)pyrrolo[2,1-f][1,2,4]triazin-2-amine